ClC1=CC(=C(S1)C(=O)NC1=CC(=CC=C1)C(CC)=O)S(N(C)C1=CC(=C(C=C1)OCC)OCC)(=O)=O 5-Chloro-3-(N-(3,4-diethoxyphenyl)-N-methylsulfamoyl)-N-(3-propionylphenyl)thiophene-2-carboxamide